C[Si](OOCCCC)(C)C trimethylbutylperoxysilane